C1(CC1)N(C=1C2=C(N=CN1)N(C=C2F)CC2C(CN(CC2)CC(=O)N)O)CC2=CC=C(C=C2)C(F)(F)F 2-(4-((4-(cyclopropyl(4-(trifluoromethyl)benzyl)amino)-5-fluoro-7H-pyrrolo[2,3-d]pyrimidin-7-yl)methyl)-3-hydroxypiperidin-1-yl)acetamide